azetidin-3-yl-(2-(trifluoromethyl)-5,6-dihydroimidazo[1,2-a]pyrazin-7(8H)-yl)methanone N1CC(C1)C(=O)N1CC=2N(CC1)C=C(N2)C(F)(F)F